4-(2,3-dichloro-6-methoxyphenyl)piperidine-2-carboxylic acid methyl ester COC(=O)C1NCCC(C1)C1=C(C(=CC=C1OC)Cl)Cl